FC(C(=O)O)(F)F.FC(C1=NN=C(O1)C=1C=CC(=NC1)CN1C(C2=CC=C(C=C2C(C1=O)(C)C)C=1CCNCC1)=O)F 2-((5-(5-(difluoromethyl)-1,3,4-oxadiazole-2-yl)pyridine-2-yl)methyl)-4,4-dimethyl-6-(1,2,3,6-tetrahydropyridine-4-yl)isoquinoline-1,3(2H,4H)-dione 2,2,2-trifluoroacetate